(E)-6-(6-ethoxypyridin-3-yl)-N'-((2-fluoro-5-methoxypyridin-3-yl)methylene)pyrazine-2-carbohydrazide C(C)OC1=CC=C(C=N1)C1=CN=CC(=N1)C(=O)N/N=C/C=1C(=NC=C(C1)OC)F